3-cyclopropyl-5-(methylsulfonyl)-8-fluoro-N-[6-(4-isopropyl-4H-1,2,4-triazol-3-yl)pyridin-2-yl]-5,6-dihydro-4H-benzo[f]imidazo[1,5-a][1,4]diazepine-9-carboxamide C1(CC1)C=1N=CN2C1CN(CC1=C2C=C(C(=C1)F)C(=O)NC1=NC(=CC=C1)C1=NN=CN1C(C)C)S(=O)(=O)C